(1aSR,7bSR)-5-chloro-1a,2,3,7b-tetrahydro-1H-cyclopropa[a]naphthalen-3-ol ClC=1C=C2C(C[C@H]3[C@@H](C2=CC1)C3)O |r|